C(C)(CC)C1(COC(OC1)C1C(C=C(CC1)C)C)C 5-(sec-butyl)-2-(2,4-dimethylcyclohex-3-en-1-yl)-5-methyl-1,3-dioxan